1-(trans-4-cyanotetrahydro-2H-pyran-3-yl)-3-[(5-fluoro-2-hydroxy-1,2-benzoxaborinin-6-yl)amino]pyrazole-4-carboxamide C(#N)[C@H]1[C@@H](COCC1)N1N=C(C(=C1)C(=O)N)NC=1C=CC2=C(C=CB(O2)O)C1F